COC1=C(C2=CC=CC=C2C=C1)C(=O)NC(C)C1=CC=C(C=C1)C1=NN2C(NC3=C(CC2)C=CC=C3)=C1C(=O)N 2-(4-(1-(2-methoxy-1-naphthamido)ethyl)phenyl)-9,10-dihydro-4H-benzo[d]pyrazolo[1,5-a][1,3]diazepine-3-carboxamide